3-isocyanatopropyl-methyldimethoxysilane N(=C=O)CCC[Si](OC)(OC)C